O1CCC(CC1)SN1SC=CC1 2-(oxan-4-ylsulfanyl)-1,2-thiazole